dimethyl [(1R)-1-(3-acetyl-5-chloro-2-ethoxy-6-fluorophenyl)-2-nitroethyl]malonate C(C)(=O)C=1C(=C(C(=C(C1)Cl)F)[C@H](C[N+](=O)[O-])C(C(=O)OC)C(=O)OC)OCC